N-[[1-[6-[5-(Difluoromethyl)pyrazolo[1,5-a]pyrimidin-3-yl]pyrimidin-4-yl]-4,4-difluoro-2,5-dimethyl-3-piperidyl]methyl]methanesulfonamide FC(C1=NC=2N(C=C1)N=CC2C2=CC(=NC=N2)N2C(C(C(C(C2)C)(F)F)CNS(=O)(=O)C)C)F